CN(CCCCN)C N-(4-(dimethylamino)butyl)amine